methyl N-[5-({4-[(2S)-2-{[4-(2,4-dimethyl-1,3-thiazol-5-yl)pyridin-2-yl]formamido}propyl]piperazin-1-yl}sulfonyl)-4-methyl-1,3-thiazol-2-yl]carbamate CC=1SC(=C(N1)C)C1=CC(=NC=C1)C(=O)N[C@H](CN1CCN(CC1)S(=O)(=O)C1=C(N=C(S1)NC(OC)=O)C)C